4-((5-(4-(1H-pyrazol-4-yl)phenyl)-1H-pyrazol-3-yl)amino)-3-methylphenol N1N=CC(=C1)C1=CC=C(C=C1)C1=CC(=NN1)NC1=C(C=C(C=C1)O)C